COC(=O)C1COC(CC1=O)C1=CC(=CC2=CC=CC(=C12)Br)OCOC 6-(8-bromo-3-(methoxymethoxy)naphthalen-1-yl)-4-oxotetrahydro-2H-pyran-3-carboxylic acid methyl ester